1-(2-morpholinyl-4-(trifluoromethyl)phenyl)ethan-1-ol Ethyl-N-[(2-thioxo-1,2-dihydropyridin-3-yl)carbonyl]glycinate C(C)N(CC(=O)OC(C)C1=C(C=C(C=C1)C(F)(F)F)N1CCOCC1)C(=O)C=1C(NC=CC1)=S